2,3,4,5,6,10b,11,12-octahydro-3,3-dimethyl-spiro[4b-azachrysen-12,2'-[1,3]dithiolane]-1-one CC1(CC(C2=C(C1)N1CCC3=CC=CC=C3C1CC21SCCS1)=O)C